OC(CC=CCCCCCCCC(=O)O)CCC=CCC 12-hydroxy-9,15-octadecadienoic acid